OC1CCN(CC1)C(=O)C1=CC2=C(N=C(S2)N[C@@H]2C[C@@H](CC2)CNC(=O)C2=CC(=NO2)C)C=C1 |r| N-[[rac-(1R,3S)-3-[[6-(4-hydroxypiperidine-1-carbonyl)-1,3-benzothiazol-2-yl]amino]cyclopentyl]methyl]-3-methyl-isoxazole-5-carboxamide